(R)-6-((1-Acryloyl-3-(2,3-dichloro-6-fluorophenyl)pyrrolidin-3-yl)amino)-3-methyl-8-(trifluoromethyl)quinazolin-4(3H)-one C(C=C)(=O)N1C[C@@](CC1)(C1=C(C(=CC=C1F)Cl)Cl)NC=1C=C2C(N(C=NC2=C(C1)C(F)(F)F)C)=O